2-(3,8-diazabicyclo[3.2.1]octan-8-yl)-N-cyclopentyl-4-(1-hydroxypropan-2-yl)benzo[d]thiazole-6-carboxamide C12CNCC(CC1)N2C=2SC1=C(N2)C(=CC(=C1)C(=O)NC1CCCC1)C(CO)C